NC1=CC(=C(C=C1)C1CCN(CC1)CC(=O)OC(C)(C)C)F tert-Butyl 2-(4-(4-amino-2-fluorophenyl)piperidin-1-yl)acetate